(E)-3-(1,3-benzodioxol-5-yl)-N-[2-[[4-(hydroxycarbamoyl)phenyl]methylamino]-2-oxo-ethyl]prop-2-enamide O1COC2=C1C=CC(=C2)/C=C/C(=O)NCC(=O)NCC2=CC=C(C=C2)C(NO)=O